2-([1,1'-Biphenyl]-4-yl)-4-((tert-butoxycarbonyl)amino)butanoic acid C1(=CC=C(C=C1)C(C(=O)O)CCNC(=O)OC(C)(C)C)C1=CC=CC=C1